2-(2,2,2-trifluoro-acetylamino)-5,6,7,8-tetrahydro-4H-cyclohepta[b]thiophene-3-carboxylic acid (2-ethyl-phenyl)-amide C(C)C1=C(C=CC=C1)NC(=O)C=1C2=C(SC1NC(C(F)(F)F)=O)CCCCC2